(3-chloro-2-fluoro-6-methoxyphenyl)-N-(5-(dimethylamino)-1,3,4-thiadiazol-2-yl)-6-methylnicotinamide ClC=1C(=C(C(=CC1)OC)C1=C(C(=O)NC=2SC(=NN2)N(C)C)C=CC(=N1)C)F